3-[(R)-lauroyloxytetradecanoylamino]-4-oxo-5-aza-9-(R)-[(R)-3-hydroxytetradecanoylamino]decane-1,10-diol C(CCCCCCCCCCC)(=O)OCCCCCCCCCCCCCC(=O)NC(CCO)C(NCCC[C@H](CO)NC(C[C@@H](CCCCCCCCCCC)O)=O)=O